C(=O)([O-])C(O)C(O)C(=O)[O-].[Sb+3].C(=O)([O-])C(O)C(O)C(=O)[O-].C(=O)([O-])C(O)C(O)C(=O)[O-].[Sb+3] antimony tartrate salt